OCC1OC(C2C1OC(O2)(C)C)O 6-(hydroxymethyl)-2,2-dimethyltetrahydrofuro[3,4-D][1,3]dioxol-4-ol